3-methyl-4-((methylsulfonyl)oxy)butanoic acid ethyl ester C(C)OC(CC(COS(=O)(=O)C)C)=O